4-((2-hexyldecanoyl)oxy)butan-1-aminium C(CCCCC)C(C(=O)OCCCC[NH3+])CCCCCCCC